C1=C(C=CC2=CC=CC=C12)C[C@H](N)C(=O)O 3-(2-Naphthyl)alanine